C(C)(=O)C=1C=C(NC1)C(=O)NCC1=CC=C(C=C1)C(C)(C)C 4-acetyl-N-(4-(tert-butyl)benzyl)-1H-pyrrole-2-carboxamide